OC1(CC(C1)C(=O)N1CC2(C1)CC(C2)CC2=NC(=C(C=C2)C(F)(F)F)C)C ((1s,3s)-3-Hydroxy-3-methylcyclobutyl)(6-((6-methyl-5-(trifluoromethyl)pyridin-2-yl)methyl)-2-azaspiro[3.3]heptan-2-yl)methanon